CC(CSC)(C)N1N(CC2=CC=CC(=C12)F)C=1C=NC=CC1 N-[1,1-dimethyl-2-(methylthio)ethyl]-7-fluoro-2-(3-pyridyl)-2H-indazol